4-(fluoromethyl)-4-hydroxycyclohexane-1-one FCC1(CCC(CC1)=O)O